O(C1=CC=CC=C1)C=1C=C2C(=CNC2=CC1)NC(OC(C)(C)C)=O tert-butyl (5-phenoxy-1H-indol-3-yl)carbamate